8-azaspiro[4.5]decane-4-amine hydrochloride Cl.C1CCC(C12CCNCC2)N